COC=1C=C2C=C(C=NC2=CC1OC)C1=CSC=C1 6,7-Dimethoxy-3-thiophen-3-yl-quinoline